3-(5-(thiophen-2-yl)pyridin-3-yl)phenyl (cyclohexylmethyl)carbamate C1(CCCCC1)CNC(OC1=CC(=CC=C1)C=1C=NC=C(C1)C=1SC=CC1)=O